2-(5-(difluoromethyl)-3-(3-(1-(o-tolyl)cyclopropyl)-1,2,4-oxadiazol-5-yl)-1H-pyrazol-1-yl)-1-(4-methylpiperazin-1-yl)ethan-1-one FC(C1=CC(=NN1CC(=O)N1CCN(CC1)C)C1=NC(=NO1)C1(CC1)C1=C(C=CC=C1)C)F